N4-(9-ethyl-9H-carbazol-3-yl)-N2-[3-(4-morpholinyl)propyl]-2,4-pyrimidinediamine C(C)N1C2=CC=CC=C2C=2C=C(C=CC12)NC1=NC(=NC=C1)NCCCN1CCOCC1